O1COCC2=C1C=CC=C2CC(=O)N2CCC(CC2)N2C(NC1=C2C(=CC=C1)C(F)(F)F)=O (1-(2-(benzo[d][1,3]dioxan-5-yl)acetyl)piperidin-4-yl)-7-(trifluoromethyl)-1,3-dihydro-2H-benzo[d]imidazol-2-one